3-(2,2-difluorocyclopropyl)-1-(3-(difluoromethyl)-2-(1-methyl-1H-pyrazol-4-yl)quinolin-5-yl)-N-methyl-5,6-dihydroimidazo[1,5-a]pyrazine-7(8H)-carboxamide FC1(C(C1)C1=NC(=C2N1CCN(C2)C(=O)NC)C2=C1C=C(C(=NC1=CC=C2)C=2C=NN(C2)C)C(F)F)F